methyl-tert-butyl-rhodium C[Rh]C(C)(C)C